(S)-8-ethynyl-7-fluoro-1-(8-fluoro-4-(methyl(pyrrolidin-2-ylmethyl)amino)-2-morpholinopyrido[4,3-d]pyrimidin-7-yl)isoquinolin-3(2H)-one C(#C)C1=C(C=CC2=CC(NC(=C12)C1=C(C=2N=C(N=C(C2C=N1)N(C[C@H]1NCCC1)C)N1CCOCC1)F)=O)F